C1(CC1)OC1=CC=C(C=C1)C=1C=C2C=C(C(N(C2=NC1)CC1=CC=C(C=C1)F)=O)C(=O)NC1CC2(C1)CCC2 6-(4-Cyclopropoxyphenyl)-1-(4-fluorophenylmethyl)-2-oxo-N-(spiro[3.3]hept-2-yl)-1,2-dihydro-1,8-naphthyridine-3-carboxamide